ClC1=CC=C(C=C1)C(=O)N1CCC(CC1)(F)F (4-chlorophenyl)(4,4-difluoropiperidin-1-yl)methanone